C(C)OP(=O)(OCC)C(C1=CC2=C(SC(=C2)C(=O)OC2=C(C(=C(C(=C2F)F)F)F)F)C=C1)F perfluorophenyl 5-((diethoxyphosphoryl)fluoromethyl)benzo[b]thiophene-2-carboxylate